6,8-dichloro-2,7-naphthyridine-3-Formaldehyde ClC=1C=C2C=C(N=CC2=C(N1)Cl)C=O